C(C)(C)(C)OC(=O)N1C(C(CC(C1)C)CO)C 3-(hydroxymethyl)-2,5-dimethyl-piperidine-1-carboxylic acid tert-butyl ester